[C@H](C)(CC)OC1=C(C(=CC2=C1C(N1[C@@H](CO2)C[C@@H](C1)O)=O)C)F (2S,11aR)-6-((S)-sec-Butoxy)-7-fluoro-2-hydroxy-8-methyl-2,3,11,11a-tetrahydro-1H,5H-benzo[f]pyrrolo[2,1-c][1,4]oxazepin-5-one